N=1C=C(N2N=CC=CC21)C(=N)N imidazo[1,2-b]pyridazine-3-carboxamidine